5-amino-3-(1-(m-methylphenyl)piperidin-4-yl)pyridine NC=1C=C(C=NC1)C1CCN(CC1)C1=CC(=CC=C1)C